4-(4-Amino-3-((4-fluorophenyl)methoxy)phenyl)-2-chloro-6-phenylpyridine-3-carbonitrile NC1=C(C=C(C=C1)C1=C(C(=NC(=C1)C1=CC=CC=C1)Cl)C#N)OCC1=CC=C(C=C1)F